bis(2-hydroxyethoxy-3-n-propyl)-1,1'-binaphthyl OCCOC(CC)C=1C(=C(C2=CC=CC=C2C1)C1=CC=CC2=CC=CC=C12)C(CC)OCCO